CC1N2CCCNC2=NCC1 Methyl-1,5,7-triazabicyclo[4.4.0]Deca-5-en